CC1CNCCC2=C1C=CC=C2 1-methyl-2,3,4,5-tetrahydro-1H-3-benzazepine